ClC1=NC=CC(=C1)CC=1C=C(C(=C(C#N)C1)F)F 5-[(2-chloropyridin-4-yl)methyl]-2,3-difluorobenzonitrile